CC(C(=O)O[C@H](CN1N=CN=N1)C1=C(C=CC=C1)Cl)C1=C(C=C(C=C1)OCC[C@H]1[C@H](C1)C1CCN(CC1)C1=NC=C(C=N1)Cl)F (1S)-1-(2-chlorophenyl)-2-(2H-tetrazol-2-yl)ethan-1-ol Methyl-2-(4-(2-((1S,2R)-2-(1-(5-chloropyrimidin-2-yl)piperidin-4-yl)cyclopropyl)ethoxy)-2-fluorophenyl)acetate